O1C=C(C=C1)C=1C=C(C(=NC1)N)C1=CC(=C(C(=C1)OC)OC)OC 5-(3-furyl)-3-(3,4,5-trimethoxyphenyl)pyridin-2-amine